((2-(2,6-Dioxopiperidin-3-yl)-1,3-dioxoisoindolin-5-yl)amino)pentanoic acid O=C1NC(CCC1N1C(C2=CC=C(C=C2C1=O)NC(C(=O)O)CCC)=O)=O